CN(C1=CC=C(C=C1)NC1=NC(=NC(=C1)C1=CC=CC=C1)C1CCOCC1)C N4,N4-dimethyl-N1-(6-phenyl-2-tetrahydropyran-4-yl-pyrimidin-4-yl)benzene-1,4-diamine